N-(6-Acetylbenzo[d][1,3]dioxol-5-yl)-2-(piperidin-3-yl)acetamide tert-butyl-4-((5-(trifluoromethyl)pyridin-2-yl)oxy)piperidine-1-carboxylate C(C)(C)(C)OC(=O)N1CCC(CC1)OC1=NC=C(C=C1)C(F)(F)F.C(C)(=O)C=1C(=CC2=C(OCO2)C1)NC(CC1CNCCC1)=O